1-(4-methoxyphenyl)ethanol acetate C(C)(=O)OC(C)C1=CC=C(C=C1)OC